N1CCCC2=CC=CC(=C12)O tetrahydro-quinolin-8-ol